9H-carbazole-2,7-dicarboxamide C1=C(C=CC=2C3=CC=C(C=C3NC12)C(=O)N)C(=O)N